O1C(=CC=C1)C(C)O 1-(2-furyl)-1-ethanol